(R)-N-(5-chloro-4-(5,5-dimethyl-5,6-dihydro-4H-pyrrolo[1,2-b]pyrazol-3-yl)pyridin-2-yl)-2-(1-(methylsulfonyl)piperidin-3-yl)acetamide ClC=1C(=CC(=NC1)NC(C[C@@H]1CN(CCC1)S(=O)(=O)C)=O)C1=C2N(N=C1)CC(C2)(C)C